4-(4-(2-methoxy-2-oxoethylcarbamoyl)quinolin-6-yl)benzoic Acid Trifluoroacetate FC(C(=O)O)(F)F.COC(CNC(=O)C1=CC=NC2=CC=C(C=C12)C1=CC=C(C(=O)O)C=C1)=O